ClC=1C=C(CNC(C2=C(C=CC=C2)OC)=O)C=C(C1)F N-(3-chloro-5-fluorobenzyl)-2-methoxybenzamide